2-(3-carbamoyl-5-(2-methylpyrazolo[1,5-a]pyrimidin-6-yl)-1H-indol-1-yl)acetic acid C(N)(=O)C1=CN(C2=CC=C(C=C12)C=1C=NC=2N(C1)N=C(C2)C)CC(=O)O